3-(4-phenoxyphenyl)-1-(1-(2-(piperazin-1-yl)ethyl)piperidin-4-yl)-1H-pyrazolo(3,4-d)pyrimidin-4-amine O(C1=CC=CC=C1)C1=CC=C(C=C1)C1=NN(C2=NC=NC(=C21)N)C2CCN(CC2)CCN2CCNCC2